vinyl-ethylether C(=C)OCC